C1C(CCC2CC(CCC12)CO)CO 2,6-decalindimethanol